(5-(2,4,5-trifluoro-3-methoxyphenyl)furan-3-yl)methanol FC1=C(C=C(C(=C1OC)F)F)C1=CC(=CO1)CO